FC1(C[C@H]([C@@H](C1)O)O)F trans-4,4-difluorocyclopentane-1,2-diol